C(#N)C1=CC=C(OC(C(=O)NC=2SC3=C(N2)C=C(C(=C3)OC)C)C3=CC=C(C=C3)S(=O)(=O)CC)C=C1 2-(4-Cyano-phenoxy)-2-(4-ethanesulfonyl-phenyl)-N-(6-methoxy-5-methyl-benzothiazol-2-yl)-acetamide